Cl.Cl.N1C=NCC1 4,5-dihydro-1H-imidazol dihydrochlorid